methyl phenylcarbamimidothioate, iodide salt [I-].C1(=CC=CC=C1)NC(=N)SC